ClC1=CC=C(C=C1)C1=CN=CC(=N1)NNC(=O)C=1C=C2C(=NNC2=CC1)C N'-(6-(4-chlorophenyl)pyrazin-2-yl)-3-methyl-1H-indazole-5-carbohydrazide